6-(2,4-difluorophenoxy)-N-(pyrrolidin-3-yl)-8,9-dihydroimidazo[1',2':1,6]pyrido[2,3-d]pyrimidin-2-amine FC1=C(OC2=CC3=C(N=C(N=C3)NC3CNCC3)N3C2=NCC3)C=CC(=C1)F